N*2*-tert-Butyl-5-(2-isopropyl-4,5-dimethoxy-benzyl)-pyrimidine-2,4-diamine C(C)(C)(C)NC1=NC=C(C(=N1)N)CC1=C(C=C(C(=C1)OC)OC)C(C)C